[Na+].P(=O)([O-])([O-])[O-].[Na+].[Na+].[Na+] trisodium phosphate sodium salt